BrC=1C(=C(C(=NC1)C(=O)NC(C)C#C)C(F)(F)F)C 5-bromo-N-(but-3-yn-2-yl)-3-(trifluoromethyl)methylpicolinamide